[Na+].[Na+].N=C(N(CC(=O)[O-])C)P.N=C(P)N(CC(=O)[O-])C N-[imino(phosphino)methyl]-N-methylglycine disodium salt